C(C)OC(=O)C1=CN(C=C(C1=O)OC1=CC=CC=C1)C1=C(C=CC(=C1)C#N)O ethyl-1-(5-cyano-2-hydroxyphenyl)-4-oxo-5-phenoxy-1,4-dihydropyridine-3-carboxylate